tetracosyl n-hexadecanoate C(CCCCCCCCCCCCCCC)(=O)OCCCCCCCCCCCCCCCCCCCCCCCC